3-(5-(((1r,2s)-2-morpholinocyclohexyl)oxy)-1-oxoisoindolin-2-yl)piperidine-2,6-dione O1CCN(CC1)[C@@H]1[C@@H](CCCC1)OC=1C=C2CN(C(C2=CC1)=O)C1C(NC(CC1)=O)=O